ClC1=C2N(C(C(=N1)NCC1=CC(=CC(=C1)C)F)=O)[C@H](CC2)C(=O)OCC2=CC=CC=C2 benzyl (R)-1-chloro-3-((3-fluoro-5-methylbenzyl)amino)-4-oxo-4,6,7,8-tetrahydropyrrolo[1,2-a]pyrazine-6-carboxylate